4-[3-(Benzyloxy)-1-(pyridin-2-yl)-1H-pyrazol-5-yl]-2-fluoropyridin C(C1=CC=CC=C1)OC1=NN(C(=C1)C1=CC(=NC=C1)F)C1=NC=CC=C1